NC=1NC(C2=C(N1)NC(=C2CC)C2=CC=CC=C2)=O 2-Amino-5-ethyl-6-phenyl-3,7-dihydro-4H-pyrrolo[2,3-d]pyrimidin-4-one